C(C)(=O)OCCCCP(=O)(OC)OC1=C(C(=CC(=C1)CCCCC)O)C1=C(C=CC(=C1)C)C(=C)C 4-(((6-hydroxy-5'-methyl-4-pentyl-2'-(prop-1-en-2-yl)-[1,1'-biphenyl]-2-yl)oxy)(methoxy)phosphoryl)butyl acetate